3-(TETRAZOL-5-YL)PHENYLBORONIC ACID N1N=NN=C1C=1C=C(C=CC1)B(O)O